ethyl 3-[[2-chloro-5-(3,5-dimethyl-2,6-dioxo-4-thioxo-1,3,5-triazinan-1-yl)-4-fluoro-benzoyl]amino]-2-hydroxy-propanoate ClC1=C(C(=O)NCC(C(=O)OCC)O)C=C(C(=C1)F)N1C(N(C(N(C1=O)C)=S)C)=O